3-(2-ethylhexyloxy)propan-1-amine C(C)C(COCCCN)CCCC